C(=C)(C)C1=C(C(C)(C)N=C=O)C=CC=C1 isopropenyl-α,α-dimethylbenzyl isocyanate